(1S)-1'-[1-(3-methoxyphenyl)-1H-pyrazole-5-carbonyl]-1,3-dihydrospiro[indene-2,4'-piperidin]-1-amine COC=1C=C(C=CC1)N1N=CC=C1C(=O)N1CCC2(CC1)[C@@H](C1=CC=CC=C1C2)N